N-(p-toluenesulfonyl)-D-alanylcarbinol CC1=CC=C(C=C1)S(=O)(=O)N[C@H](C)C(=O)CO